C(C(C(=O)O)[S-])C(=O)O.[Au+] The molecule is a sulfur-containing carboxylic acid that is thiomalic acid in which the sulfur atom is linked to a gold atom. It is a gold coordination entity and a sulfur-containing carboxylic acid. It derives from a thiomalic acid. It is a conjugate acid of an aurothiomalate(2-).